5-[(2S,6R)-2-(1-cyclopropylpyrazol-4-yl)-6-methyl-morpholin-4-yl]-7-[4-(difluoromethyl)-2-fluoro-phenyl]-N,N-dimethyl-thiazolo[4,5-d]pyrimidin-2-amine C1(CC1)N1N=CC(=C1)[C@H]1CN(C[C@H](O1)C)C=1N=C(C2=C(N1)N=C(S2)N(C)C)C2=C(C=C(C=C2)C(F)F)F